CC1(C(N(C(N1)=O)C=1C=NC(=CC1)OC1=CC(=C(C=C1)C)OC(F)(F)F)=O)C 5,5-Dimethyl-3-[6-({4-methyl-3-[(trifluoromethyl)oxy]phenyl}oxy)-3-pyridinyl]-2,4-imidazolidinedione